1-(2,6-dichlorobenzyl)-4-((3-fluoro-6-((5-methyl-1H-pyrazol-3-yl)amino)pyridin-2-yl)methyl)piperidine-4-carboxylic acid ClC1=C(CN2CCC(CC2)(C(=O)O)CC2=NC(=CC=C2F)NC2=NNC(=C2)C)C(=CC=C1)Cl